C(CCCCCCC)SCC1=C(C(=CC(=C1)CSCCCCCCCC)C(C)(C)C)O 2,4-di-octylthiomethyl-6-tert-butylphenol